N1N=CC2=CC(=CC=C12)C#CC1=NC(=NC=C1)C1=NC(=NC=C1)NC(C)C1OCCC1 ((1H-indazol-5-yl)ethynyl)-N-(1-(tetrahydrofuran-2-yl)ethyl)-[2,4'-bipyrimidin]-2'-amine